(R)-6-chloro-3-((1-(9-fluoro-5H-pyrido[3',2':4,5]pyrano[2,3-b]quinoxalin-11-yl)ethyl)amino)picolinic acid ClC1=CC=C(C(=N1)C(=O)O)N[C@H](C)C=1C=2N=C3C(=NC2C=C(C1)F)OCC1=C3C=CC=N1